4-(5-(3,5-dichlorophenyl)-5-(trifluoromethyl)-4,5-dihydro-isoxazol-3-yl)-N-((methoxyimino)methyl)-1-naphthaleneformamide ClC=1C=C(C=C(C1)Cl)C1(CC(=NO1)C1=CC=C(C2=CC=CC=C12)C(=O)NC=NOC)C(F)(F)F